N,N-diethyl-α,α-difluoro-3-methylbenzenemethanamine C(C)N(C(C1=CC(=CC=C1)C)(F)F)CC